FC(C(=O)O)(F)F.FCC=1C=C(C=C(C1)OC)NC1=NC=C(C(=N1)NC=1C=CC2=C(NC(O2)=O)C1)F 5-(2-(3-(fluoromethyl)-5-methoxyphenylamino)-5-fluoropyrimidin-4-ylamino)benzo[d]oxazol-2(3H)-one trifluoroacetate salt